ClC1=CC=C(C(=N1)C(=O)O)N[C@H](C)C=1C=C(C=C2C(C(=C(OC12)C1=CC=CC=C1)C)=O)C 6-Chloro-3-[[(1R)-1-(3,6-dimethyl-4-oxo-2-phenyl-chromen-8-yl)ethyl]amino]pyridine-2-carboxylic acid